C(C1=CC=CC=C1)N1C[C@H](C[C@H]1CNC(=O)C=1NC2=CC=CC=C2C1C1=CC=C(C=C1)F)CNC(OC(C)(C)C)=O tert-Butyl (((3R,5S)-1-benzyl-5-((3-(4-fluorophenyl)-1H-indole-2-carboxamido)methyl)pyrrolidin-3-yl)methyl)carbamate